CN1C[C@@H](CCC1)NC1=C2C(=C(N=N1)C1=C(C=C(C=C1)C(F)(F)F)O)SC=C2 2-(4-{[(3R)-1-methylpiperidin-3-yl]amino}thieno[2,3-d]pyridazin-7-yl)-5-(trifluoromethyl)phenol